methyl (2E)-2-(methoxyimino)-3-[2-methyl-5-(3,3-dimethyl-1-butyn-1-yl)phenyl]propanoate CO\N=C(\C(=O)OC)/CC1=C(C=CC(=C1)C#CC(C)(C)C)C